O1C(OCC1)C1=C(C=NC=C1)C1CN(C1)C(=O)OC(C)(C)C tert-butyl 3-(4-(1,3-dioxolan-2-yl)pyridin-3-yl)azetidine-1-carboxylate